2-((2S,3S)-3-(2-chlorophenyl)-1,4-dioxaspiro[4.4]nonan-2-yl)ethyl pivalate C(C(C)(C)C)(=O)OCC[C@@H]1OC2(O[C@H]1C1=C(C=CC=C1)Cl)CCCC2